C1(=CC=CC=C1)C=1N=C(SC1)C(=O)O phenylthiazolecarboxylic acid